ClC1=CC=C(CC2C(NCC2)=O)C=C1 3-(4-chlorobenzyl)pyrrolin-2-one